NC(C(C)C)C(CC=C)CC=C 4-(1-amino-2-methyl-propyl)-hepta-1,6-dien